4-(4-chloro-6-methylthieno[2,3-d]pyrimidin-2-yl)-3,5-dimethylisoxazole ClC=1C2=C(N=C(N1)C=1C(=NOC1C)C)SC(=C2)C